NCCCCCCC(=O)NC1=C(C=C(C=C1)NCC1=CC=C(C=C1)C(F)(F)F)N 7-amino-N-(2-amino-4-((4-(trifluoromethyl)benzyl)amino)phenyl)heptanamide